5-bromo-1H-pyrrolo[2,3-b]pyridin-3-ylmethanone BrC=1C=C2C(=NC1)NC=C2C=O